2-phenyl-2,3-dihydro-1H-indene C1(=CC=CC=C1)C1CC2=CC=CC=C2C1